FC1=C(N(C=C1)C1=CC=CC=C1)\C=C\C1=CC=CC=C1 (E)-3-fluoro-1-phenyl-2-styryl-1H-pyrrole